C(C)(C)OC1=C(N=CC=2N1N=C(N2)NC2C(CN(CC2)S(=O)(=O)N)C)C=2C=NNC2 4-((5-isopropoxy-6-(1H-pyrazol-4-yl)-[1,2,4]triazolo[1,5-a]pyrazin-2-yl)amino)-3-methylpiperidine-1-sulfonamide